CN(C(OC(C)(C)C)=O)CCCC=O tert-butyl methyl(4-oxobutyl)carbamate